2-(1-(tert-butyl)-3-(1,4-dioxaspiro[4.4]nonan-7-yl)-1H-pyrazol-5-yl)-7-methyl-1-((2-(trimethylsilyl)ethoxy)methyl)-1H-benzo[d]imidazole C(C)(C)(C)N1N=C(C=C1C1=NC2=C(N1COCC[Si](C)(C)C)C(=CC=C2)C)C2CC1(OCCO1)CC2